2-(aminomethyl)-6-isopropylimidazo[1,2-c]pyrimidin-5(6H)-one NCC=1N=C2N(C(N(C=C2)C(C)C)=O)C1